3-[(3S)-2-oxopyrrolidin-3-yl]acrylamide O=C1NCC[C@H]1C=CC(=O)N